(2S)-2-[(1R,4S,6S)-5-azaspiro[bicyclo[2.2.1]heptane-2,1'-cyclopropan]-6-ylformamido]-3-[(3S)-2-oxopyrrolidin-3-yl]propanamide hydrochloride Cl.C12(CC1)[C@@H]1[C@H](N[C@H](C2)C1)C(=O)N[C@H](C(=O)N)C[C@H]1C(NCC1)=O